C(C)N(CCCCN(C)C)CC 4-diethylamino-N,N-dimethylbutylamine